(S)-2-hydroxy-3-(1H-imidazol-4-yl)-propionic acid O[C@H](C(=O)O)CC=1N=CNC1